CC=1N=CC2=C(N1)N=C(C(=C2)C(=O)N(C([2H])([2H])[2H])C([2H])([2H])[2H])N2CCCC2 2-methyl-N,N-bis(methyl-d3)-7-(pyrrolidin-1-yl)pyrido[2,3-d]pyrimidine-6-carboxamide